ClC1=C(C=C(CNC(C(C)C)=O)C=C1)C=1NC(C=C(N1)C1=CC(=C(C=C1)OCCOCC)F)=O N-(4-chloro-3-{4-[4-(2-ethoxyethoxy)-3-fluorophenyl]-6-oxo-1,6-dihydropyrimidin-2-yl}benzyl)isobutyramide